Kalium tetrathionat S(=O)(=O)([O-])SSS(=O)(=O)[O-].[K+].[K+]